O[C@H]1[C@H]([C@@H](O[C@@H]1CO)N1C(NC(C=C1)=O)=O)SC 1-((2r,3r,4r,5r)-4-hydroxy-5-(hydroxymethyl)-3-(methylthio)tetrahydrofuran-2-yl)pyrimidine-2,4(1h,3h)-dione